N-methyl-2-(phenyl-(pyridin-2-yl)methylene)hydrazine CNN=C(C1=NC=CC=C1)C1=CC=CC=C1